C1=CC(=CC=2OC3=C(C21)C=CC=C3)C3=CC=C(N)C=C3 4-(3-dibenzofuranyl)aniline